2-(7-((5-cyclopropyl-3-(2,6-dichlorophenyl)isoxazol-4-yl)methylene)-2-azaspiro[3.5]non-2-yl)-4-fluorobenzo[d]thiazole-6-carboxylic acid C1(CC1)C1=C(C(=NO1)C1=C(C=CC=C1Cl)Cl)C=C1CCC2(CN(C2)C=2SC3=C(N2)C(=CC(=C3)C(=O)O)F)CC1